C(C1=CC2=C(N=C(N=C2)NC2(CCN(CC2)S(=O)(=O)C([2H])([2H])[2H])[2H])N(C1=O)[C@H]1[C@H](CCC1)C)([2H])([2H])[2H] (-)-6-(methyl-d3)-8-((1R,2S)-2-methylcyclopentyl)-2-((1-((methyl-d3)sulfonyl)piperidin-4-yl-4-d)-amino)pyrido[2,3-d]pyrimidin-7(8H)-one